C(#N)C1=C(C=CC2=C1N(C(=N2)NC=2C(N(C=C(C2)C2CC2)C)=O)C)OC2=CC(=NC=C2)NC(C)=O N-(4-((7-cyano-2-((5-cyclopropyl-1-methyl-2-oxo-1,2-dihydropyridin-3-yl)amino)-1-methyl-1H-benzo[d]imidazol-6-yl)oxy)pyridin-2-yl)acetamide